ClC1=C(C(=O)NCC(N2CCC(CC2)OCC2=NOC(=C2)C)C2=C(N=CS2)C(F)F)C(=CC=C1)F 2-Chloro-N-{2-[4-(difluoromethyl)-1,3-thiazol-5-yl]-2-{4-[(5-methyl-1,2-oxazol-3-yl)methoxy]piperidin-1-yl}ethyl}-6-fluorobenzamid